2-[(Z)-3-(4-Cyanophenyl)prop-2-enoyl]benzoic acid C(#N)C1=CC=C(C=C1)\C=C/C(=O)C1=C(C(=O)O)C=CC=C1